biscyclopentenyloxide acrylate C(C=C)(=O)O.C1(=CCCC1)OC1=CCCC1